(4-(trifluoromethyl)phenyl)hydroxylamine FC(C1=CC=C(C=C1)NO)(F)F